9-(2-chloro-5-fluorophenyl)-3,4-dihydropyrido[2,1-c][1,2,4]thiadiazine 2,2-dioxide ClC1=C(C=C(C=C1)F)C1=CC=CN2C1=NS(CC2)(=O)=O